(1R,2R)-N-(7-chloro-6-(1-((3R,4R)-4-fluoro-3-methyltetrahydrofuran-3-yl)piperidin-4-yl)isoquinolin-3-yl)-2-cyanocyclobutane-1-carboxamide ClC1=C(C=C2C=C(N=CC2=C1)NC(=O)[C@H]1[C@@H](CC1)C#N)C1CCN(CC1)[C@@]1(COC[C@@H]1F)C